5-bromo-2-(difluoromethoxy)-7-methylquinoxaline BrC1=C2N=CC(=NC2=CC(=C1)C)OC(F)F